(1R,5S)-3-(4-Amino-5-(1-(4-amino-1H-pyrazol-1-yl)ethyl)pyrimidin-2-yl)-3-azabicyclo[3.1.0]hexan-2-one NC1=NC(=NC=C1C(C)N1N=CC(=C1)N)N1C([C@@H]2C[C@@H]2C1)=O